2-chloro-1-methylpyridine iodide salt [I-].ClC1N(C=CC=C1)C